1H-1,2,4-triazole-1-ethylamine N1(N=CN=C1)CCN